(E)-3-(benzo[c][1,2,5]thiadiazol-5-yl)-1-(4-chlorophenyl)prop-2-en-1-one N=1SN=C2C1C=CC(=C2)/C=C/C(=O)C2=CC=C(C=C2)Cl